N-(6-(3-(tert-butyl)-5-(2,4-dioxo-3,4-dihydropyrimidin-1(2H)-yl)-6-fluoro-2-methoxyphenyl)naphthalen-2-yl)methanesulfonamide disodium salt [Na].[Na].C(C)(C)(C)C=1C(=C(C(=C(C1)N1C(NC(C=C1)=O)=O)F)C=1C=C2C=CC(=CC2=CC1)NS(=O)(=O)C)OC